3-phenethyl-1H-pyrazole-5-carboxylic acid 6-(naphthalen-1-ylmethyl)-3-oxo-2,3-dihydropyridazin-4-yl ester C1(=CC=CC2=CC=CC=C12)CC=1C=C(C(NN1)=O)OC(=O)C1=CC(=NN1)CCC1=CC=CC=C1